COS(=O)(=O)[O-].C(CCCCCCCCCCCCC)C[N+](C)(C)CC myristyl-ethyltrimethyl-ammonium methyl-sulfate